C1(CC1)C=1N=CN(C1)C=1C=C2C(C(=CN(C2=CC1)C)C1=NC(=CC=C1)C1=NN=CN1C(C)C)=O 6-(4-cyclopropyl-1H-imidazol-1-yl)-3-(6-(4-isopropyl-4H-1,2,4-triazol-3-yl)pyridin-2-yl)-1-methylquinolin-4(1H)-one